BrC=1C(=NC(=NC1)NC=1C=CC2=CN(N=C2C1)CCO)NC1=C(C=CC=C1)CS(=O)(=O)N (2-((5-bromo-2-((2-(2-hydroxyethyl)-2H-indazol-6-yl)amino)pyrimidine-4-yl)amino)phenyl)methylsulfonamide